C12CC(CC2C1)C=1C=C(C(C=CC1)=O)O 4-(bicyclo[3.1.0]hexan-3-yl)-2-hydroxycyclohepta-2,4,6-trien-1-one